ClC1=CC=CC2=C1C(=C1C=NNC1=C2)C2=C(C=C1C(=NC(=NC1=C2F)OC[C@]21CCCN1C[C@@H](C2)F)N2C[C@@]1(CC[C@H](C2)N1)C)F 5-chloro-4-(6,8-difluoro-2-(((2R,7aS)-2-fluorotetrahydro-1H-pyrrolizin-7a(5H)-yl)-methoxy)-4-((1S,5R)-1-methyl-3,8-diaza-bicyclo[3.2.1]octan-3-yl)quinazolin-7-yl)-1H-benzo[f]indazole